FC=1C=C(C=C(C1O)F)CCN1C[C@@H]2[C@H](C1)CC(C2)OC2=C(C=CC=C2)F (3aR,5R,6aS)-2-(3,5-difluoro-4-hydroxyphenylethyl)-5-(2-fluorophenoxy)hexahydrocyclopenta[c]pyrrol